C(C)(C)(C)N1C(C(CC1)=C)(C[C@H]1OC1)CC 1-(tert-butyl)-2-ethyl-3-methylene-2-(((R)-oxirane-2-yl)methyl)pyrrolidine